N([C@@](C[2H])(C(=O)O)[2H])([2H])[2H] [2H4]-alanine